3-(3,4-dichlorophenyl)-5-(2-(3-fluoro-3-phenylazetidin-1-yl)-2-oxoethyl)thieno[3,2-c]pyridin-4(5H)-one ClC=1C=C(C=CC1Cl)C1=CSC2=C1C(N(C=C2)CC(=O)N2CC(C2)(C2=CC=CC=C2)F)=O